sodium diethylaminothiocarbamate C(C)N(CC)NC([O-])=S.[Na+]